COC1=C(C=CC(=C1OC)OC)C1=C(C=CC=C1)C(C)=O 1-(2',3',4'-trimethoxy[1,1'-biphenyl]-2-yl)ethanone